(R)-2-methoxy-2-(4-(3-(3-methoxyphenyl)-1H-pyrazol-1-yl)-6-morpholinopyrimidin-2-yl)ethan-1-ol CO[C@@H](CO)C1=NC(=CC(=N1)N1N=C(C=C1)C1=CC(=CC=C1)OC)N1CCOCC1